C1=C(C=CC2=CC=CC=C12)C(=O)N[C@@H](C(=O)N1[C@@H](C[C@@H](C1)C1=CC=CC=C1)C(=O)NC(C(C(=O)N)O)C(C)C)CC1CCCCC1 (2S,4R)-1-((R)-2-(2-naphthoylamino)-3-cyclohexylpropionyl)-N-(1-amino-2-hydroxy-4-methyl-1-oxopent-3-yl)-4-phenylpyrrolidine-2-carboxamide